(3S)-6-bromo-7-chloro-5-(2,6-difluorophenyl)-3-methyl-1,3-dihydro-1,4-benzodiazepin-2-one hydrazone BrC1=C(C=CC2=C1C(=N[C@H](C(N2)=NN)C)C2=C(C=CC=C2F)F)Cl